C(C=C)(=O)O.CC(C(C)O)(O)C dimethyl-1,2-propanediol acrylate